BrCC(NCCOCCOCCC(NCCOCCOCCC(C(=O)N)CCCCCCCCCCCC)=O)=O (1-bromo-2,12-dioxo-6,9,16,19-tetraoxa-3,13-diazaheneicosan-21-yl)tetradecanamide